5-(3-bromopyridin-2-yloxy)-2-(1-(5-fluoropicolinoyl)pyrrolidin-3-yl)benzaldehyde BrC=1C(=NC=CC1)OC=1C=CC(=C(C=O)C1)C1CN(CC1)C(C1=NC=C(C=C1)F)=O